1-chloro-5-(cyclopropylmethyl)-2-fluoro-4-isocyano-benzene ClC1=C(C=C(C(=C1)CC1CC1)[N+]#[C-])F